Iron (III) potassium trisoxalate C(C(=O)[O-])(=O)[O-].C(C(=O)O)(=O)O.C(C(=O)[O-])(=O)[O-].[K+].[Fe+3]